tert-butyl (R)-3-((8-fluoro-2-(((2R,7aS)-2-fluorotetrahydro-1H-pyrrolizin-7a(5H)-yl)methoxy)-7-(tributylstannyl)pyrido[4,3-d]pyrimidin-4-yl)(methyl)amino)pyrrolidine-1-carboxylate FC1=C(N=CC2=C1N=C(N=C2N([C@H]2CN(CC2)C(=O)OC(C)(C)C)C)OC[C@]21CCCN1C[C@@H](C2)F)[Sn](CCCC)(CCCC)CCCC